NCCNCCC[Si](OCC)(OCC)OCC N-(β-aminoethyl)γ-Aminopropyltriethoxysilane